FC(C=1C=C(C=CC1)[C@@H](C)NC=1C2=C(N=CN1)NC(C(=C2)C2CCN(CC2)C(C)C)=O)(C2CCN(CC2)C(C)C)F (R)-4-((1-(3-(difluoro(1-isopropylpiperidin-4-yl)methyl)phenyl)ethyl)amino)-6-(1-isopropylpiperidin-4-yl)pyrido[2,3-d]pyrimidin-7(8H)-one